CN(C(=S)NC1=CC=C(C=C1)OC(F)(F)F)CC1=CC=2N(C=C1)N=CC2C(=O)N 5-((1-methyl-3-(4-(trifluoromethoxy)phenyl)thioureido)methyl)pyrazolo[1,5-a]pyridine-3-carboxamide